2-((5-bromo-2-chloropyrimidin-4-yl)amino)-N-(2,2-difluoroethyl)benzamide BrC=1C(=NC(=NC1)Cl)NC1=C(C(=O)NCC(F)F)C=CC=C1